2-(3-oxo-3-phenyl-propyl)cyclopentanone O=C(CCC1C(CCC1)=O)C1=CC=CC=C1